2,3,6,7-Tetrahydrobenzo[1,2-b:4,5-b']difuran O1C=2C(CC1)=CC=1OCCC1C2